FC1(CC1)CCCOC1=NSN=C1C=1CN(CCC1)C (3-(1-Fluorocyclopropyl)propoxy)-4-(1-methyl-1,2,5,6-tetrahydropyridin-3-yl)-1,2,5-thiadiazole